FC1=NC=C(C=C1F)C(F)(F)F 2,3-difluoro-5-trifluoromethylpyridine